2-((1s,2r)-1-(2-cyano-5-fluorophenyl)-1-(1,3,5-trimethyl-1H-pyrazol-4-yl)propan-2-yl)-5-hydroxy-N-(isoxazol-4-yl)-1-methyl-6-oxo-1,6-dihydropyrimidine-4-carboxamide C(#N)C1=C(C=C(C=C1)F)[C@H]([C@@H](C)C=1N(C(C(=C(N1)C(=O)NC=1C=NOC1)O)=O)C)C=1C(=NN(C1C)C)C